1,4-Dioxahexa-ane OCCOCC